BrC1=CC=CC2=C1O[C@H](CO2)C2=C(C=C(C=C2)Cl)Cl (S)-8-bromo-2-(2,4-dichlorophenyl)-2,3-Dihydrobenzo[b][1,4]dioxin